COC(=O)C=1OC(=CC1)S(=O)(=O)NO 5-(Hydroxylaminosulfonyl)furan-2-carboxylic acid methyl ester